CC1(OC2=CC=CC=C2[C@@H](C1)NC(=O)[C@H]1[C@@H](C1)C(CCOC)N1C(NC(CC1=O)(CC)CC)=[NH2+])C [1-[1-[(1R,2R)-2-[[(4R)-2,2-dimethylchroman-4-yl]carbamoyl]cyclopropyl]-3-methoxy-propyl]-4,4-diethyl-6-oxo-hexahydropyrimidin-2-ylidene]ammonium